CN1C(NC2=C1C=CC=C2)=O 1-methyl-benzimidazol-2-one